bis(4-(7-azabenzooxazol-2-yl)-phenyl)-(4-carbazol-9-yl-phenyl)-amine O1C(=NC2=C1N=CC=C2)C2=CC=C(C=C2)N(C2=CC=C(C=C2)N2C1=CC=CC=C1C=1C=CC=CC21)C2=CC=C(C=C2)C=2OC1=C(N2)C=CC=N1